N-(5-(6-cyclohexyl-1-oxo-3,4-dihydroisoquinolin-2(1H)-yl)-2-hydroxyphenyl)methanesulfonamide C1(CCCCC1)C=1C=C2CCN(C(C2=CC1)=O)C=1C=CC(=C(C1)NS(=O)(=O)C)O